tert-butyl (1-(4-(2-(2-aminopyridin-3-yl)-5-phenyl-3H-imidazo[4,5-b]pyridin-3-yl)benzoyl)piperidin-4-yl)carbamate NC1=NC=CC=C1C1=NC=2C(=NC(=CC2)C2=CC=CC=C2)N1C1=CC=C(C(=O)N2CCC(CC2)NC(OC(C)(C)C)=O)C=C1